FC1=C(C=NN1)C=1C=C(C(=O)NC=2N(C=C(N2)CCCC(=O)N2CCN(CC2)C)C2=CC=CC=C2)C=CC1 3-(5-fluoro-1H-pyrazol-4-yl)-N-(4-(4-(4-methylpiperazin-1-yl)-4-oxobutyl)-1-phenyl-1H-imidazol-2-yl)benzamide